CC1=C(C=O)C=C(C=C1)OC1OCCCC1 2-methyl-5-((tetrahydro-2H-pyran-2-yl)oxy)benzaldehyde